O[C@H](C(=O)N1C[C@H]([C@](C1)(C)[C@@H](C)O)C=1C=CC(=C(OC2CN(C2)C2=NCC(C#N)(C=C2)C)C1)OC)CO 6-(3-(5-((3S,4S)-1-((S)-2,3-dihydroxypropanoyl)-4-((R)-1-hydroxyethyl)-4-methylpyrrolidin-3-yl)-2-methoxyphenoxy)azetidin-1-yl)-3-methylnicotinonitrile